CC=C(C(=O)OC)C methyl (methyl methacrylate)